CC(C)(C)[S@@](=O)N[C@@H](C)C1=C(SC2=C1N=C1N(CC[C@H]3COCCN31)C2=O)C (R)-2-methyl-N-((S)-1-((S)-10-methyl-8-oxo-1,2,4,4a,5,6-hexahydro-8H-thieno[3'',2'':4',5']pyrimido[2',1':2,3]pyrimido[6,1-c][1,4]oxazin-11-yl)ethyl)propane-2-sulfinamide